CC=1C=NC(=NC1)C=1C=C2C=NC=NC2=CC1 6-(5-methylpyrimidin-2-yl)quinazolin